4-methylsulfanyl-1-[3-(triethoxysilyl)propyl]-1,2,3-triazole CSC=1N=NN(C1)CCC[Si](OCC)(OCC)OCC